(3ar,5r,6as)-2-(6-amino-5-(2-chloropyridin-3-yl)pyrazin-2-yl)-5-methyl-octahydrocyclopenta[c]pyrrol-5-amine NC1=C(N=CC(=N1)N1C[C@@H]2[C@H](C1)CC(C2)(N)C)C=2C(=NC=CC2)Cl